N-[(6-Amino-2-pyridyl)sulfonyl]-5-phenethyl-2-(2,4,6-trimethylphenoxy)pyridin-3-carboxamid NC1=CC=CC(=N1)S(=O)(=O)NC(=O)C=1C(=NC=C(C1)CCC1=CC=CC=C1)OC1=C(C=C(C=C1C)C)C